COC=1C(=NON1)C(=O)N 4-methoxy-1,2,5-oxadiazole-3-carboxamide